4,6-Dichloropyrazolo[1,5-a]pyrazine-3-carbaldehyde ClC=1C=2N(C=C(N1)Cl)N=CC2C=O